FC1=NN(C2=CC=C(C=C12)\C(=C(/CC)\C1=CC=CC=C1)\C1=CC=C(OCCNC(OC(C)(C)C)=O)C=C1)C1OCCCC1 tert-butyl (E)-(2-(4-(1-(3-fluoro-1-(tetrahydro-2H-pyran-2-yl)-1H-indazol-5-yl)-2-phenylbut-1-en-1-yl)phenoxy)ethyl)carbamate